2-(3-(4-cyano-3-(trifluoromethyl)phenyl)-5,5-dimethyl-2,4-dioxaimidazolin-1-yl)-N-(quinolin-3-yl)acetamide C(#N)C1=C(C=C(C=C1)N1ON(C(O1)(C)C)CC(=O)NC=1C=NC2=CC=CC=C2C1)C(F)(F)F